CC1CN2CC(C1(CC2)C(=O)OCC)=O ethyl 3-methyl-5-oxo-1-azabicyclo[2.2.2]octane-4-carboxylate